ClC1=C(C=C(C=C1)C1=CC(=CC=C1)\C=C\1/CC(CC2=C(C3=CC=C(C=C3N=C12)N1CCN(CC1)C)C(=O)O)C)C(F)(F)F (E)-4-((4'-chloro-3'-(trifluoromethyl)-[1,1'-biphenyl]-3-yl)methylene)-2-methyl-6-(4-methylpiperazin-1-yl)-1,2,3,4-tetrahydroacridine-9-carboxylic acid